2-amino-4-phenylbutanoic acid NC(C(=O)O)CCC1=CC=CC=C1